(2R,3S)-2-(3-(5-bromo-6-fluoro-1H-benzo[d]imidazol-1-yl)propyl)piperidin-3-ol BrC1=CC2=C(N(C=N2)CCC[C@H]2NCCC[C@@H]2O)C=C1F